Cl.N1CCC(CC1)C1=CC=C(C=C1)NC(=O)N1CC=2N=CSC2C1 N-(4-(piperidin-4-yl)phenyl)-4,6-dihydro-5H-pyrrolo[3,4-d]thiazole-5-carboxamide hydrochloride